O=C1N(CC2=CC=CC=C12)CCC(=O)NC1CCCC=2C3=CC=CC=C3NC12 3-(1-oxoisoindol-2-yl)-N-(2,3,4,9-tetrahydro-1H-carbazol-1-yl)propionamide